C1(OC(C2C3C(CC(C12)C3)C3C1C2C(OC(C2C(C3)C1)=O)=O)=O)=O dodecahydro(5,5'-bi-4,7-methanoisobenzofuran)-1,1',3,3'-tetraone